C(CCC)NC=1N=CC2=C(N(C(C=3C=C(C=CC23)CN2CCN(CC2)C)=O)[C@@H]2C[C@H](CC2)NC(=N)N)N1 1-((1S,3S)-3-(3-(butylamino)-8-((4-methylpiperazin-1-yl)methyl)-6-oxopyrimido[4,5-c]isoquinolin-5(6H)-yl)cyclopentyl)guanidine